2-(1-(1-carbonyl-1,2-dihydroisoquinolin-5-yl)-5-(trifluoromethyl)-1H-pyrazol-4-yl)-5-(trifluoromethyl)pyrido[4,3-d]pyrimidin-4(1H)-one C(=O)=C1NC=CC2=C(C=CC=C12)N1N=CC(=C1C(F)(F)F)C1=NC(C2=C(N1)C=CN=C2C(F)(F)F)=O